NCCN1CC2=CC(=CC=C2C2(CCN(CC2)C2CCC(CC2)C(C)C)C1=O)NC(C)=O N-(2-(2-aminoethyl)-1'-((1s,4s)-4-isopropyl-cyclohexyl)-3-oxo-2,3-dihydro-1H-spiro[isoquinoline-4,4'-piperidin]-7-yl)acetamide